2-amino-N-((6-chloropyridin-3-yl)methyl)thiophene-3-carboxamide ethyl-5-amino-1,3,4-thiadiazole-2-carboxylate C(C)OC(=O)C=1SC(=NN1)N.NC=1SC=CC1C(=O)NCC=1C=NC(=CC1)Cl